dipotassium 2,6-naphthalenedicarboxylic acid C1=C(C=CC2=CC(=CC=C12)C(=O)O)C(=O)O.[K].[K]